BrC=1C2=C(C(N(C1)C1=CC(=CC=C1)[C@H](C1=NN=CN1C)C1CCC1)=O)N(C(=C2)C(=O)OCC)COCC[Si](C)(C)C Ethyl 4-bromo-6-{3-[(R)-cyclobutyl(4-methyl-4H-1,2,4-triazol-3-yl)methyl]phenyl}-7-oxo-1-{[2-(trimethylsilyl)ethoxy]methyl}-6,7-dihydro-1H-pyrrolo[2,3-c]pyridine-2-carboxylate